tert-butyl 3-(bis(methyl-d3) amino)-3-methylpyrrolidine-1-carboxylate C([2H])([2H])([2H])N(C1(CN(CC1)C(=O)OC(C)(C)C)C)C([2H])([2H])[2H]